tert-butyl 3-(prop-2-en-1-yloxy)azepane-1-carboxylate C(C=C)OC1CN(CCCC1)C(=O)OC(C)(C)C